2-(4-{4-[2-(2,6-dioxopiperidin-3-yl)-1,3-dioxo-2,3-dihydro-1H-isoindol-4-yl]piperazine-1-carbonyl}piperidin-1-yl)acetic acid O=C1NC(CCC1N1C(C2=CC=CC(=C2C1=O)N1CCN(CC1)C(=O)C1CCN(CC1)CC(=O)O)=O)=O